methyl 5-(1-(adamantan-1-ylmethyl)-5-methyl-1H-pyrazol-4-yl)-1-(6-chloro-5-methylpyridazin-3-yl)-1H-indole-4-carboxylate C12(CC3CC(CC(C1)C3)C2)CN2N=CC(=C2C)C2=C(C=3C=CN(C3C=C2)C=2N=NC(=C(C2)C)Cl)C(=O)OC